2-(1H-benzo[d]imidazol-2-yl)-4-bromo-6-methylthieno[2,3-c]pyridin-7(6H)-one N1C(=NC2=C1C=CC=C2)C2=CC1=C(C(N(C=C1Br)C)=O)S2